((2-(4,5-dihydro-isoxazol-3-yl)-4-(ethoxycarbonyl)-3-methylphenyl)thio)acetic acid O1N=C(CC1)C1=C(C=CC(=C1C)C(=O)OCC)SCC(=O)O